C1(=CC=CC=C1)NC1=C(C=CC=C1)C(=C(C)C)C1C2=CC(=CC=C2C=2C=CC(=CC12)C(C)(C)C)C(C)(C)C N-phenyl-2-[1-(2,7-di-tert-butyl-9H-fluoren-9-yl)-2-methylpropan-1-en-1-yl]-aniline